tert-butyl 4-(7-hydroxyl-1-methyl-6,7-dihydro-5H-benzo[c][1,2,3]triazolo[1,5-a]azepin-9-yl)-3,6-dihydropyridine-1(2H)-carboxylate OC1C2=C(C=3N(CC1)N=NC3C)C=CC(=C2)C=2CCN(CC2)C(=O)OC(C)(C)C